5-(5-chloro-2-((1,3-dihydroxypropan-2-yl)amino)pyridin-4-yl)-1,5-dihydro-4H-pyrazolo[4,3-c]pyridin-4-one ClC=1C(=CC(=NC1)NC(CO)CO)N1C(C2=C(C=C1)NN=C2)=O